3-[(4-Phenylsulfanylphenoxypropylsulfanyl)methyl]-1H-1,2,4-triazole-5(4H)-thione C1(=CC=CC=C1)SC1=CC=C(OCCCSCC2=NNC(N2)=S)C=C1